NC(C(=O)NC)CC1=CC(=CC(=C1)Cl)Cl 2-amino-3-(3,5-dichlorophenyl)-N-methylpropanamide